COC(=O)[C@@H]1C=C[C@@H](C1)N(C)C(C(C(=O)NC1=CC(=CC(=C1)Cl)Cl)OC)=O.N1CN[C@H]2[C@@H]1CCCC2 cis-octahydrobenzimidazole methyl-(1S,4R)-4-[[3-(3,5-dichloroanilino)-2-methoxy-3-oxo-propanoyl]-methyl-amino]cyclopent-2-ene-1-carboxylate